(11S)-11-methyl-8,14-dioxa-10,19,20-triazatetracyclo[13.5.2.12,6.018,21]tricosa-1(20),2(23),3,5,15(22),16,18(21)-heptaen-9-one C[C@@H]1NC(OCC2=CC=CC(C3=NNC=4C=CC(OCC1)=CC34)=C2)=O